4-[9-benzyloxy-5-(4-fluorophenyl)-4,4-dimethyl-spiro[3H-pyrano[4,3-b]indole-1,3'-cyclobutane]-1'-yl]benzoic acid C(C1=CC=CC=C1)OC=1C=2C3=C(N(C2C=CC1)C1=CC=C(C=C1)F)C(COC31CC(C1)C1=CC=C(C(=O)O)C=C1)(C)C